1-(1-((5-(4-((4-(morpholinomethyl)phenyl)ethynyl)phenyl)isoxazol-3-yl)methyl)-1H-1,2,4-triazol-5-yl)ethan-1-one O1CCN(CC1)CC1=CC=C(C=C1)C#CC1=CC=C(C=C1)C1=CC(=NO1)CN1N=CN=C1C(C)=O